Triethyl 6-methylheptane-1,1,6-tricarboxylate CC(CCCCC(C(=O)OCC)C(=O)OCC)(C)C(=O)OCC